acetyl-2-((5-(4-(4-(chloromethyl)benzyl)piperazin-1-yl)pyridin-2-yl)amino)-8-cyclopentyl-5-methylpyrido[2,3-d]pyrimidin-7(8H)-one C(C)(=O)C=1C2=C(N=C(N1)NC1=NC=C(C=C1)N1CCN(CC1)CC1=CC=C(C=C1)CCl)N(C(C=C2C)=O)C2CCCC2